[(4R)-4-ethyl-1-[3-methoxy-1-[(1R,2R)-2-[[(2R,4S)-2-(trifluoromethyl)chroman-4-yl]carbamoyl]cyclopropyl]propyl]-4-methyl-6-oxo-hexahydropyrimidin-2-ylidene]ammonium C(C)[C@]1(NC(N(C(C1)=O)C(CCOC)[C@H]1[C@@H](C1)C(N[C@H]1C[C@@H](OC2=CC=CC=C12)C(F)(F)F)=O)=[NH2+])C